N-((S)-cycloheptyl(7-((S)-2-methoxy-1-((S)-2-oxo-4-(trifluoromethyl)imidazolidin-1-yl)ethyl)imidazo[1,2-b]pyridazin-2-yl)methyl)-4-methyl-1,2,5-oxadiazole-3-carboxamide C1(CCCCCC1)[C@H](NC(=O)C1=NON=C1C)C=1N=C2N(N=CC(=C2)[C@@H](COC)N2C(N[C@@H](C2)C(F)(F)F)=O)C1